N-(tert-butyl)-3-((2-((4-(2-(4-(4-(2,6-dioxopiperidin-3-yl)-3-fluorobenzyl)piperazin-1-yl)ethoxy)phenyl)amino)-5-methylpyrimidin-4-yl)amino)benzenesulfonamide C(C)(C)(C)NS(=O)(=O)C1=CC(=CC=C1)NC1=NC(=NC=C1C)NC1=CC=C(C=C1)OCCN1CCN(CC1)CC1=CC(=C(C=C1)C1C(NC(CC1)=O)=O)F